decane-2,4,6-trienoate C(C=CC=CC=CCCC)(=O)[O-]